CC1(OB(OC1(C)C)C=1C=CC=2N(C1)C(=NN2)C(F)(F)F)C 6-(4,4,5,5-tetramethyl-1,3,2-dioxaborolan-2-yl)-3-trifluoromethyl-1,2,4-triazolo[4,3-a]pyridine